FC(C1=NC=C(C=N1)C1CCC(CC1)N1CC2(CS(C2)(=O)=O)CC1)(F)F 6-((1r,4r)-4-(2-(Trifluoromethyl)pyrimidin-5-yl)cyclohexyl)-2-thia-6-azaspiro[3.4]octane 2,2-dioxide